BrC=1C=C(CC2=NC(=C(C(=N2)N)OC2=C(C=CC=C2)OC)Cl)C=CC1 2-(3-Bromobenzyl)-6-chloro-5-(2-methoxyphenoxy)pyrimidin-4-amine